P(=O)(OC(C)C)(OC(C)C)OC1=C(C(=CC=C1O)O)C1=C(C=CC2=CC=CC=C12)O diisopropyl (3,6-dihydroxy-2-(2-hydroxynaphthalen-1-yl) phenyl) phosphate